C(CCCCCCC)OCC(CNC1=CC=C(C=C1)NCC(COCCCCCCCC)O)O 1,4-bis[3-octyloxy-2-hydroxy-propylamino]benzene